rhodium tris(triphenylphosphine) C1(=CC=CC=C1)P(C1=CC=CC=C1)C1=CC=CC=C1.C1(=CC=CC=C1)P(C1=CC=CC=C1)C1=CC=CC=C1.C1(=CC=CC=C1)P(C1=CC=CC=C1)C1=CC=CC=C1.[Rh]